(1S)-1-(5-bromo-2-pyrimidin-2-yl-1,2,4-triazol-3-yl)ethylamine-hydrochloride Cl.BrC=1N=C(N(N1)C1=NC=CC=N1)[C@H](C)N